C(C)(C)(C)OC(NC1=CC(=CC=C1)N1C(N(C(C=2C1=NC(=NC2)NC2=CC=CC=C2)=O)C)=O)=O (3-(3-methyl-2,4-dioxo-7-(phenylamino)-3,4-dihydropyrimido[4,5-d]pyrimidin-1(2H)-yl)phenyl)carbamic acid tert-butyl ester